1-(4-Chlorophenyl)-7-isopropoxy-6-methoxy-2-[4-(methylamino)phenyl]-1,4-dihydroisoquinolin-3-one ClC1=CC=C(C=C1)C1N(C(CC2=CC(=C(C=C12)OC(C)C)OC)=O)C1=CC=C(C=C1)NC